1-(1-acetylpiperidin-4-yl)-3-(2-(difluoromethoxy)-5-fluoro-6-methoxypyridin-3-yl)-1-(2-isopropylphenyl)urea C(C)(=O)N1CCC(CC1)N(C(=O)NC=1C(=NC(=C(C1)F)OC)OC(F)F)C1=C(C=CC=C1)C(C)C